7-(3,5-Dimethyl-1H-pyrazol-4-yl)-N-methyl-N-(2,2,6,6-tetramethylpiperidin-4-yl)-4H-chromeno[3,4-d]thiazol-2-amine CC1=NNC(=C1C=1C=CC2=C(C1)OCC=1N=C(SC12)N(C1CC(NC(C1)(C)C)(C)C)C)C